1-(4-chlorophenyl)-3-[5-(3-fluorophenyl)thiophen-2-yl]urea ClC1=CC=C(C=C1)NC(=O)NC=1SC(=CC1)C1=CC(=CC=C1)F